S(=O)(=O)=NC(=O)C=1C(=NC(=CC1)C(C)(C)C)C=1C=C2CCCC2=CC1 sulfonyl-6-tert-butyl-2-indan-5-yl-pyridine-3-carboxamide